FC(C1=CC=C(C=C1)C1=C2CCN(CC2=CC=C1)C(=O)NCCC(=O)[O-])(F)F 3-(5-(4-(trifluoromethyl)phenyl)-1,2,3,4-tetrahydroisoquinoline-2-carboxamido)propanoate